NC1=C(C(=O)O)C=C(C(=C1F)Br)I 2-amino-4-bromo-3-fluoro-5-iodobenzoic acid